(3ar,4r,6r,7as)-pinenediol yttrium [Y].C12(C(C=CC(C1(C)C)C2)(C)O)O